7-(3,4-dimethoxyphenyl)-N-(pyridin-3-yl)pyrazolo[1,5-a]pyrimidine-2-carboxamide COC=1C=C(C=CC1OC)C1=CC=NC=2N1N=C(C2)C(=O)NC=2C=NC=CC2